(2R,3S)-2-[(3-amino-2-pyridyl)amino]-3-(tert-butoxycarbonylamino)-3-phenyl-propanoate NC=1C(=NC=CC1)N[C@@H](C(=O)[O-])[C@H](C1=CC=CC=C1)NC(=O)OC(C)(C)C